C(C1=CC=CC=C1)N1C2C(OCC1)CN(C2)C2=NC(=NC=C2C#N)C2CC2 4-(4-benzylhexahydropyrrolo[3,4-b][1,4]oxazin-6(2H)-yl)-2-cyclopropylpyrimidine-5-carbonitrile